S(=[Te])(=O)([O-])[O-].[Na+].[Na+] sodium tellurosulfate